(S)-1-(4-fluorophenyl)-1-(2-(4-(6-(1-((R)-tetrahydrofuran-3-yl)-1H-pyrazol-4-yl)pyrrolo[2,1-f][1,2,4]triazin-4-yl)piperazin-1-yl)pyrimidin-5-yl)ethanamine FC1=CC=C(C=C1)[C@](C)(N)C=1C=NC(=NC1)N1CCN(CC1)C1=NC=NN2C1=CC(=C2)C=2C=NN(C2)[C@H]2COCC2